(Z)-hexadec-3-en-7-ol CC\C=C/CCC(CCCCCCCCC)O